N,N-dibutyl-dithiocarbamic acid C(CCC)N(C(S)=S)CCCC